4-Cyclopropoxy-N-(piperidin-4-yl)-N-(6-(trifluoromethyl)pyridin-3-yl)pyridin-3-amine C1(CC1)OC1=C(C=NC=C1)N(C=1C=NC(=CC1)C(F)(F)F)C1CCNCC1